COC(=O)C1CN(C(C1)=O)CCCOC1=C(C=CC(=C1)Br)C=1OC2=C(C=CC=C2C(C1)=O)Cl 1-[3-[5-bromo-2-(8-chloro-4-oxo-chromen-2-yl)phenoxy]propyl]-5-oxo-pyrrolidine-3-carboxylic acid methyl ester